methylerythrose CC(=O)[C@H](O)[C@H](O)CO